NC1=C(C=C(N=N1)C1=C(C=CC=C1)O)N1CC2CCC(C1)N2C2=CC(=NC=C2)C#CCN2C1CCC(CC2)C1 2-[6-amino-5-[8-[2-[3-(2-azabicyclo[3.2.1]octan-2-yl)prop-1-ynyl]-4-pyridyl]-3,8-diazabicyclo[3.2.1]octan-3-yl]pyridazin-3-yl]phenol